(R)-7-((6-((dimethylamino)methyl)-5-(tetrahydrofuran-3-yl)pyridin-2-yl)amino)-4-(1-methyl-1H-pyrrolo[2,3-b]pyridin-4-yl)-2,3-dihydro-1H-pyrrolo[3,4-c]-pyridin-1-one CN(C)CC1=C(C=CC(=N1)NC=1C2=C(C(=NC1)C1=C3C(=NC=C1)N(C=C3)C)CNC2=O)[C@@H]2COCC2